N-(benzylsulfonyl)-4-(2,6-difluorophenyl)-5-(6-methoxypyridin-2-yl)-4H-1,2,4-triazole-3-carboxamide C(C1=CC=CC=C1)S(=O)(=O)NC(=O)C1=NN=C(N1C1=C(C=CC=C1F)F)C1=NC(=CC=C1)OC